C12(CC3CC(CC(C1)C3)C2)C=2C=C(C=C(C2OCOC)C2=C(C=CC=C2)Br)[Si](C2=CC=CC=C2)(C2=CC=CC=C2)C(C)(C)C (5-(1-adamantyl)-2'-bromo-6-(methoxymethoxy)-[1,1'-biphenyl]-3-yl)(tert-butyl)diphenylsilane